N1C[C@@H](CCC1)C(=O)NN |r| racemic-piperidine-3-carboxylic acid hydrazide